C1(=CC=CC=C1)SC1=CC=C(C=C1)C(C(CCCCCC)=NO)=O 1-(4-phenylthiophenyl)-octane-1,2-dione 2-oxime